C(#N)C=1C=C(C=CC1)C1(C(CN(CC1)C(=O)[O-])CN(C)C)O Rac-syn-4-(3-cyanophenyl)-3-((dimethylamino) methyl)-4-hydroxypiperidin-1-carboxylate